5-(3-Carbamoylimidazo[1,5-a]pyridin-7-yl)-6-(trifluoromethyl)pyridine-3-carboxylic acid C(N)(=O)C1=NC=C2N1C=CC(=C2)C=2C=C(C=NC2C(F)(F)F)C(=O)O